C(C1=CC=CC=C1)OC=1C=C(C#N)C=C(C1C(=O)N1CC2=C(C=C(C=C2CC1)OCCN(C)C)N[C@@H]1COCC1)O (S)-3-(Benzyloxy)-4-(6-(2-(dimethylamino)ethoxy)-8-((tetrahydrofuran-3-yl)amino)-1,2,3,4-tetrahydroisoquinoline-2-carbonyl)-5-hydroxybenzonitrile